2-(4-BROMO-2-CHLORO-6-FLUOROPHENYL)ETHOXY-TERT-BUTYL-DIMETHYLSILANE BrC1=CC(=C(C(=C1)F)CCO[Si](C)(C)C(C)(C)C)Cl